2-((3S,4R)-3-aminotetrahydro-2H-pyran-4-yl)-5-chloro-3-(prop-1-yn-1-yl)-N-(thiophen-2-ylmethyl)thieno[3,2-b]pyridin-7-amine formate C(=O)O.N[C@@H]1COCC[C@H]1C1=C(C2=NC(=CC(=C2S1)NCC=1SC=CC1)Cl)C#CC